[N+](=O)([O-])C=1C=C2C=CNC2=CC1 5-Nitroindole